ClC1=NC(=NC2=CC3=C(C=C12)N(CC(O3)C)C3COCC3)C 4-chloro-2,8-dimethyl-6-(Tetrahydrofuran-3-yl)-7,8-dihydro-6H-[1,4]oxazino[3,2-g]quinazoline